1-(2-deoxy-2-fluoro-β-D-arabinofuranosyl)-5-ethyluracil F[C@@H]1[C@@H](O[C@@H]([C@H]1O)CO)N1C(=O)NC(=O)C(=C1)CC